5-(3-(4-acryloylmorpholin-3-yl)-5-chlorophenyl)-2-methylpyridazin-3(2H)-one C(C=C)(=O)N1C(COCC1)C=1C=C(C=C(C1)Cl)C1=CC(N(N=C1)C)=O